CCCCC[C@H](/C=C/C=C\\C/C=C\\C=C\\[C@H](CCCC(=O)O)O)O The molecule is a DiHETE that is (6E,8Z,11Z,13E)-icosatetraenoic acid in which the two hydroxy substituents are placed at the 5S- and 15R-positions. It has a role as a human xenobiotic metabolite. It is a conjugate acid of a 5(S),15(R)-DiHETE(1-).